(6S,9S,12S,15S,18R,19R)-9-(aminomethyl)-12-((R)-sec-butyl)-15-(cyclopropylmethyl)-19-decyl-6-((S)-1-hydroxyethyl)-16,18-dimethyl-1-oxa-4,7,10,13,16-pentaazanonadecan NC[C@@H](CN[C@@H](CNCCO)[C@H](C)O)NC[C@@H](NC[C@@H](N(C[C@@H](CCCCCCCCCCC)C)C)CC1CC1)[C@H](C)CC